COC(=O)C1=CC=C(C=C1)C1CC(CCCCC1)(C(=O)O)CCC 3-(4-(methoxycarbonyl)phenyl)-1-propylcyclooctane-1-carboxylic acid